ClC1=CC=C(CN2C[C@H](CCC2)C2=CC=NC=3N2N=C(C3CN[C@H](C)C3=CC=CC=C3)C)C=C1 (R)-N-((7-((S)-1-(4-chlorobenzyl)piperidin-3-yl)-2-methylpyrazolo[1,5-a]pyrimidin-3-yl)methyl)-1-phenylethan-1-amine